6-((1R,5S,6r)-3-azabicyclo[3.1.0]hexan-6-yl)-2-(7-(difluoromethyl)-2-methyl-2H-indazol-5-yl)thieno[2,3-d]pyrimidine [C@H]12CNC[C@@H]2C1C1=CC2=C(N=C(N=C2)C2=CC3=CN(N=C3C(=C2)C(F)F)C)S1